NC=1C=C(OCCCCS(=O)(=O)O)C=CC1C 4-(3-Amino-4-methylphenoxy)butane-1-sulfonic acid